CN1N=C(C(=C1)C1=CN2C(S1)=C(C=N2)C(=O)N)C 2-(1,3-dimethyl-1H-pyrazol-4-yl)pyrazolo[5,1-b]Thiazole-7-carboxamide